N-((1-methyl-1H-pyrazol-3-yl)methyl)-1-(2-(p-tolyl)-2H-pyrazolo[3,4-d]pyrimidin-4-yl)piperidine-3-carboxamide CN1N=C(C=C1)CNC(=O)C1CN(CCC1)C=1C=2C(N=CN1)=NN(C2)C2=CC=C(C=C2)C